1-((1r,2r)-2-methylcyclopropyl)-2-oxo-1,2-dihydropyridin-6-carboxamide C[C@H]1[C@@H](C1)N1C(C=CC=C1C(=O)N)=O